(R)-3-(5-(difluoromethyl)-1,3,4-thiadiazol-2-yl)-N-(1-methylcyclopropyl)-8-(3-methylpiperazin-1-yl)imidazo[1,5-a]pyridine-6-sulfonamide formate C(=O)O.FC(C1=NN=C(S1)C1=NC=C2N1C=C(C=C2N2C[C@H](NCC2)C)S(=O)(=O)NC2(CC2)C)F